ClC=1C=C(C=CC1O)CCC(=O)OC methyl 3-(3-chloro-4-hydroxy-phenyl)propanoate